C(C)(C)(C)[Si](OCCCC#C)(C)C tert-butyldimethyl-(pent-4-yn-1-yloxy)silane